ClC1=C(C=NN1CC(C)(O)C)NC1=NC2=CC(=C(C=C2C=N1)Cl)C1CCNCC1 1-(5-chloro-4-{[6-chloro-7-(piperidin-4-yl)quinazolin-2-yl]amino}-1H-pyrazol-1-yl)-2-methylpropan-2-ol